C(C=C)(=O)N1CCC(CC1)OC=1C=C2C(=NC=NC2=CC1OC)NC=1C=C(C=CC1OC)C1=CC(=C(C=C1)F)NC(=O)C1CC1 N-(3'-((6-((1-acryloylpiperidin-4-yl)oxy)-7-methoxy-quinazolin-4-yl)amino)-4-fluoro-4'-methoxy-[1,1'-biphenyl]-3-yl)cyclopropan-carboxamide